ethyl 5-fluoro-2-oxo-2,3-dihydro-1H-benzo[d]imidazole-4-carboxylate FC1=C(C2=C(NC(N2)=O)C=C1)C(=O)OCC